C(C1=CC=CC=C1)C1=NC(=NN1)C(=O)N[C@@H]1C(N(C2=C(OC1)C=CC(=C2)C#CC2(CCOCC2)O)C)=O (S)-5-benzyl-N-(7-((4-hydroxytetrahydro-2H-pyran-4-yl)ethynyl)-5-methyl-4-oxo-2,3,4,5-tetrahydrobenzo[b][1,4]oxazepin-3-yl)-1H-1,2,4-triazole-3-carboxamide